S(N)(=O)(=O)\C=C/[C@@H]1N(CCC1)C(=O)OC(C)(C)C tert-butyl (R,Z)-2-(2-sulfamoylvinyl)pyrrolidine-1-carboxylate